ClC=1C=C(C=C2C=C(N=NC12)NC(=O)[C@H]1[C@H](C1)F)C=1C=NN(C1)CC (1S,2S)-N-[8-chloro-6-(1-ethylpyrazol-4-yl)cinnolin-3-yl]-2-fluoro-cyclopropanecarboxamide